5-(7-(3-(cyclopropylsulfonyl)phenyl)furo[3,2-b]pyridin-2-yl)-1-methylpyridin-2(1H)-one C1(CC1)S(=O)(=O)C=1C=C(C=CC1)C1=C2C(=NC=C1)C=C(O2)C=2C=CC(N(C2)C)=O